1-ethyl-3-(hydroxymethyl)pyridinium C(C)[N+]1=CC(=CC=C1)CO